[Mn].[Nb].[Si] silicon niobium-manganese